N-(6-((2-fluorophenyl)amino)-1H-indazol-3-yl)-4-((1-methylpiperidin-3-yl)oxy)benzamide FC1=C(C=CC=C1)NC1=CC=C2C(=NNC2=C1)NC(C1=CC=C(C=C1)OC1CN(CCC1)C)=O